COC=1C(=CC=2N=CN=C(C2N1)OC1=CC(=C(C=C1F)NC(=O)C1(CC1)C(=O)NC1=CC=C(C=C1)F)F)OC 1-N'-[4-(6,7-dimethoxypyrido[3,2-d]pyrimidin-4-yl)oxy-2,5-difluorophenyl]-1-N-(4-fluorophenyl)cyclopropane-1,1-dicarboxamide